tert-butyl 4-[4-(5-{2-[(tert-butoxycarbonyl)amino]pyrimidin-4-yl}-4-[2-fluoro-3-(propane-1-sulfonamido)phenyl]-1,3-thiazol-2-yl)phenyl]piperidine-1-carboxylate C(C)(C)(C)OC(=O)NC1=NC=CC(=N1)C1=C(N=C(S1)C1=CC=C(C=C1)C1CCN(CC1)C(=O)OC(C)(C)C)C1=C(C(=CC=C1)NS(=O)(=O)CCC)F